OC[C@@H]1OCCCN(C1)C=1N=NC(=C(N1)C)C1=C(C=C(C=C1)C(F)(F)F)O (R)-2-(3-(2-(hydroxymethyl)-1,4-oxazepan-4-yl)-5-methyl-1,2,4-triazin-6-yl)-5-(trifluoromethyl)phenol